(3-(4-(aminomethyl)-4-(pyrimidin-2-ylmethyl)piperidin-1-yl)-6-(2,3-dichlorophenyl)-5-methylpyrazin-2-yl)methanol NCC1(CCN(CC1)C=1C(=NC(=C(N1)C)C1=C(C(=CC=C1)Cl)Cl)CO)CC1=NC=CC=N1